C(=C)[Si]1(O[Si](O[Si](O[Si](O1)(OC)C=C)(OC)C=C)(OC)C=C)OC tetravinyl-tetramethoxycyclotetrasiloxane